C(C1=CC=CC=C1)N1CC(OCCC1)CO (4-benzyl-1,4-oxazepan-2-yl)methanol